ClC=1C=C(C=2C(N1)=NN(C2)[C@@H]2CCC(NC2)=O)C |r| (R and S)-5-(6-chloro-4-methyl-2H-pyrazolo[3,4-b]pyridin-2-yl)piperidin-2-one